C(NCCCCCCNC([O-])=O)(OC)=O Methyl hexamethylenedicarbamate